S1C(=NC2=C1C=CC=C2)NC2=C(C1=C(N=N2)N(CCC1)C=1SC(=CN1)CCCOC1=C(C=C(C=C1)C#CCN1CCN(CC1)C)F)C 2-[3-(1,3-Benzothiazol-2-ylamino)-4-methyl-6,7-dihydro-5H-pyrido[2,3-c]pyridazin-8-yl]-5-[3-[2-fluoro-4-[3-(4-methylpiperazin-1-yl)prop-1-ynyl]phenoxy]propyl]thiazol